1-(4-((1R,5S)-3,8-diazabicyclo[3.2.1]-octan-3-yl)-6,8-difluoro-2-(((2R,7aS)-2-fluorotetrahydro-1H-pyrrolizin-7a(5H)-yl)-methoxy)quinazolin-7-yl)-8-chloroisoquinolin-3-amine [C@H]12CN(C[C@H](CC1)N2)C2=NC(=NC1=C(C(=C(C=C21)F)C2=NC(=CC1=CC=CC(=C21)Cl)N)F)OC[C@]21CCCN1C[C@@H](C2)F